4-methoxy-5-(1,4,5,6-tetrahydropyridin-3-yl)-1H-indazole-7-carboxamide COC1=C2C=NNC2=C(C=C1C1=CNCCC1)C(=O)N